COC(=O)C=1[C@@H](N=C(NC1C)C=1SC=CN1)C1=C(C=C(C=C1)F)Cl (4R)-4-(2-chloro-4-fluoro-phenyl)-6-methyl-2-thiazol-2-yl-1,4-dihydropyrimidine-5-carboxylic acid methyl ester